BrCC1=C(C(OC2=CC(=CC=C12)OC1=NC=CC=C1F)=O)CC1=C(C(=NC=C1)NS(NC)(=O)=O)F 4-(bromomethyl)-3-[[3-fluoro-2-(methylsulfamoylamino)-4-pyridinyl]methyl]-7-[(3-fluoro-2-pyridinyl)oxy]chromen-2-one